Trans-N-((3S)-6-([1,1'-bi(cyclopropan)]-2-yl)-2,3-dihydrobenzofuran-3-yl)-4-amino-7-fluoro-N-methylimidazo[1,5-a]quinoxaline-8-carboxamide C1(C(C1)C1=CC2=C([C@@H](CO2)N(C(=O)C2=C(C=C3N=C(C=4N(C3=C2)C=NC4)N)F)C)C=C1)C1CC1